(R)-3-((4-((2-((3,3-difluorocyclobutyl)difluoromethyl)pyridin-4-yl)oxy)-3,5-difluorobenzyl)oxy)-7,8,8a,9-tetrahydro-1H,6H-pyrrolo[1',2':3,4]imidazo[1,2-c]pyrimidin-1-one FC1(CC(C1)C(C1=NC=CC(=C1)OC1=C(C=C(COC=2C=C3N(C(N2)=O)C[C@@H]2N3CCC2)C=C1F)F)(F)F)F